(3aR,6aS)-2-((6-Methoxypyridin-3-yl)sulfonyl)-5-(tetrahydro-2H-pyran-4-yl)octahydropyrrolo[3,4-c]pyrrole COC1=CC=C(C=N1)S(=O)(=O)N1C[C@@H]2CN(C[C@@H]2C1)C1CCOCC1